OC=1C=C(C(=NC1)OC)N1C(CCC1)=O 1-(5-hydroxy-2-methoxypyridin-3-yl)pyrrolidin-2-one